tert-butyl ((1s,4s)-4-aminocyclohexane-1-carbonyl)glycinate NC1CCC(CC1)C(=O)NCC(=O)OC(C)(C)C